2-{4-[(1,4-dimethyl-1,4-diazacycloheptan-6-yl)amino]pyrido[3,4-d]pyridazin-1-yl}-5-(trifluoromethyl)phenol CN1CCN(CC(C1)NC=1N=NC(=C2C1C=NC=C2)C2=C(C=C(C=C2)C(F)(F)F)O)C